OC1=C(C(=CC(=C1S(=O)(=O)NC(C1=CN=CC=C1)=O)CCCCC)O)C1CCCC(=C1)C N-((2,6-dihydroxy-5'-methyl-4-pentyl-1',2',3',4'-tetrahydro-[1,1'-biphenyl]-3-yl)sulfonyl)nicotinamide